O=C1N(C=CC2=CC=C(C=C12)[C@@H]1C(C1)C=1C=2N(N=C(C1)C=1C(NC(NC1)=O)=O)C=CN2)CC(F)(F)F 5-(8-((2S,2S)-2-(1-oxo-2-(2,2,2-trifluoroethyl)-1,2-dihydroisoquinolin-7-yl)cyclopropyl)imidazo[1,2-b]pyridazin-6-yl)pyrimidine-2,4(1H,3H)-dione